benzofuro[3,2-b]pyridine-6-carbonitrile N1=C2C(=CC=C1)OC1=C2C=CC=C1C#N